12-stearoyl-hydroxystearic acid C(CCCCCCCCCCCCCCCCC)(=O)C(CCCCCCCCCC(C(=O)O)O)CCCCCC